N-(1-(3-Ethoxynaphthalen-1-yl)cyclopropyl)-2-methyl-5-((1-methylazetidin-2-yl)methoxy)benzamide C(C)OC=1C=C(C2=CC=CC=C2C1)C1(CC1)NC(C1=C(C=CC(=C1)OCC1N(CC1)C)C)=O